COCCOCCCOC1=CC=C(C=C1)C(C)(C)C1=CC=C(C=C1)OCCCOCCOC 2,2-bis(4-(methoxyethoxypropoxy)phenyl)propane